(2R,4S)-1-(5-(4-fluoro-1-methyl-1H-pyrazol-5-yl)-3-(1H-pyrazol-5-yl)-1-(2,2,2-Trifluoroethyl)-1H-pyrazolo[4,3-b]pyridin-7-yl)-2-methylpiperidin-4-ol FC=1C=NN(C1C1=CC(=C2C(=N1)C(=NN2CC(F)(F)F)C2=CC=NN2)N2[C@@H](C[C@H](CC2)O)C)C